C(C)(=O)OC1O[C@@H]([C@H]([C@@H]([C@@H]1NC(=O)C1CCCCCC1)OC(C)=O)OC(C)=O)COC(C)=O (3S,4R,5S,6R)-6-(acetoxymethyl)-3-(cycloheptanecarboxamido)tetrahydro-2H-pyran-2,4,5-triyl triacetate